C(C(=C)C)(=O)OCCC=1C=C2C(C(=O)OC2=O)=CC1 4-methacryloyloxyethyl-phthalic acid anhydride